FC(C=1C=C(C=CC1)/C=C/C=1SC=C(N1)C1=C(NN=N1)C#N)(F)F 5-{2-[(E)-2-(3-trifluoromethyl-phenyl)-vinyl]-thiazol-4-yl}-3H-[1,2,3]triazole-4-carbonitrile